tert-butyl (2S,4S)-4-azido-5-fluoro-2-phenylpiperidine-1-carboxylate N(=[N+]=[N-])[C@H]1C[C@H](N(CC1F)C(=O)OC(C)(C)C)C1=CC=CC=C1